2-(1,3-dioxoisoindolin-2-yl)-N'-(2-(1,3-dioxoisoindolin-2-yl)acetyl)acethydrazide O=C1N(C(C2=CC=CC=C12)=O)CC(=O)NNC(CN1C(C2=CC=CC=C2C1=O)=O)=O